trimethyl-2-acryloylethyl-ammonium chloride [Cl-].C[N+](CCC(C=C)=O)(C)C